FC1=C(C(=CC=C1)F)N1N=C(C=CC1=O)C(=O)NC1=C(C2=C(N(N=N2)C(C)C)C=C1)N1CC2(CC2)[C@H](C1)N 1-(2,6-difluorophenyl)-N-{4-[(7R)-7-amino-5-azaspiro[2.4]hept-5-yl]-1-(propan-2-yl)benzo[d][1,2,3]triazol-5-yl}-6-oxo-1,2-diazine-3-carboxamide